BrC1=C(C(=CC(=C1)Br)Br)C(C(=O)OCC1(C=CCCCCC1)CO)CCCC cyclooctenedimethanol 2,4,6-tribromophenyl-caproate